2-(4-bromobenzoyl)-3-oxo-butyric acid methyl ester COC(C(C(C)=O)C(C1=CC=C(C=C1)Br)=O)=O